2-(2-((2-(1-butyl-1H-benzo[d]imidazol-2-yl)ethyl)amino)ethyl)-N-(pyridin-2-ylmethyl)oxazole-4-carboxamide C(CCC)N1C(=NC2=C1C=CC=C2)CCNCCC=2OC=C(N2)C(=O)NCC2=NC=CC=C2